N-[4-(3-cyanophenyl)-5-(2,6-dimethyl-4-pyridinyl)thiazol-2-yl]-2-(1-hydroxy-1-methyl-ethyl)morpholine-4-carboxamide C(#N)C=1C=C(C=CC1)C=1N=C(SC1C1=CC(=NC(=C1)C)C)NC(=O)N1CC(OCC1)C(C)(C)O